2,2-dimethyl-7-((7-methyl-8-oxo-9-(tetrahydro-2H-pyran-4-yl)-8,9-dihydro-7H-purin-2-yl)amino)-2H-benzo[b][1,4]oxazin-3(4H)-one CC1(C(NC2=C(O1)C=C(C=C2)NC2=NC=C1N(C(N(C1=N2)C2CCOCC2)=O)C)=O)C